[3,4'-bipyridine]-1',5(2'H)-dicarboxylate N1=CC(=CC(=C1)C(=O)[O-])C1=CCN(C=C1)C(=O)[O-]